3-methoxy-4-nitrobenzenesulfonic acid sodium [Na].COC=1C=C(C=CC1[N+](=O)[O-])S(=O)(=O)O